3-(3-chloro-4-sulfamoylbenzamido)-N-(2-methoxyphenethyl)thiophene-2-carboxamide ClC=1C=C(C(=O)NC2=C(SC=C2)C(=O)NCCC2=C(C=CC=C2)OC)C=CC1S(N)(=O)=O